COCC(=O)N1CCN(CC1)CCCOC1=CC=C(OC2=C(C=C3C=NN(C3=C2)C)C(=O)N)C=C1 6-[4-[3-[4-(2-methoxyacetyl)piperazin-1-yl]propoxy]phenoxy]-1-methyl-indazole-5-carboxamide